ClC1=CC=C2C(=CNC2=C1)S(=O)(=O)NC1=NC=C(C(=N1)OC)OC(C)(F)F 6-chloro-N-[5-(1,1-difluoroethoxy)-4-methoxy-pyrimidin-2-yl]-1H-indole-3-sulfonamide